7-(1H-pyrazol-5-yl)quinazolin-2-amine N1N=CC=C1C1=CC=C2C=NC(=NC2=C1)N